C(C)(C)OOC1=CC=CC=C1 isopropylphenylperoxide